1-(bromomethyl)-3-(dibromomethyl)isoquinoline BrCC1=NC(=CC2=CC=CC=C12)C(Br)Br